((6-(Aminomethyl)-5-(1-methoxycyclopropyl)pyridin-2-yl)amino)-4-(7-fluoroimidazo[1,2-a]pyridin-3-yl)-1-oxoisoindoline-2-carboxylic acid tert-butyl ester C(C)(C)(C)OC(=O)N1C(C2=CC=CC(=C2C1NC1=NC(=C(C=C1)C1(CC1)OC)CN)C1=CN=C2N1C=CC(=C2)F)=O